C(/C1=CC=CC=C1)=C\C(C)=O trans-Benzalacetone